(S)-7'-(3,5-difluorophenyl)-1-(6-(5-(trifluoromethyl)-1H-pyrazol-1-yl)pyridin-2-yl)dihydro-1'H,3'H,5'H-spiro[piperidine-4,2'-pyrazolo[1,2-a]pyrazol]-1'-one FC=1C=C(C=C(C1)F)[C@@H]1CCN2N1C(C1(C2)CCN(CC1)C1=NC(=CC=C1)N1N=CC=C1C(F)(F)F)=O